SC(CCC(=O)OCCOC(CCC(C)S)=O)C ethylene glycol bis(4-mercaptopentanoate)